6-(benzofuran-5-yl)-N-(5-fluoro-1H-indol-3-yl)-3,4-dihydroisoquinoline-2(1H)-carboxamide O1C=CC2=C1C=CC(=C2)C=2C=C1CCN(CC1=CC2)C(=O)NC2=CNC1=CC=C(C=C21)F